1-(6-amino-3-methylpyridin-2-yl)-N-(5-chloro-6-(2H-1,2,3-triazol-2-yl)pyridin-3-yl)-5-(trifluoromethyl)-1H-pyrazole-4-carboxamide NC1=CC=C(C(=N1)N1N=CC(=C1C(F)(F)F)C(=O)NC=1C=NC(=C(C1)Cl)N1N=CC=N1)C